2-(2,6-dioxopiperidin-3-yl)-5-(4-(3-(4-(4-(2-(4-fluorophenyl)-6-methoxybenzo[b]thiophene-3-carbonyl)phenyl)piperazin-1-yl)propyl)piperazin-1-yl)isoindoline-1,3-dione O=C1NC(CCC1N1C(C2=CC=C(C=C2C1=O)N1CCN(CC1)CCCN1CCN(CC1)C1=CC=C(C=C1)C(=O)C=1C2=C(SC1C1=CC=C(C=C1)F)C=C(C=C2)OC)=O)=O